3-pyridineformylhydrazine carbon [C].N1=CC(=CC=C1)C(=O)NN